FC1=CC(=CC=2C=COC21)CC(C)NC 1-(7-fluorobenzofuran-5-yl)N-methylpropan-2-amine